3-Hydroxy-alpha-methyl-DL-tyrosine OC=1C=C(C[C@](N)(C(=O)O)C)C=CC1O |r|